((3s,5s)-1-(tert-butoxycarbonyl)-5,7'-dimethyl-3',4'-dihydro-1'h-spiro[pyrrolidine-3,2'-[1,8]naphthyridine]-6'-yl)boronic acid C(C)(C)(C)OC(=O)N1C[C@@]2(NC3=NC(=C(C=C3CC2)B(O)O)C)C[C@@H]1C